Ethyl-(2S)-2-[4-bromo-5-fluoro-2-(4-butoxy-4,5-dihydroisoxazol-3-yl)phenoxy]propanoat C(C)OC([C@H](C)OC1=C(C=C(C(=C1)F)Br)C1=NOCC1OCCCC)=O